N-[(4S)-3,4-dihydro-2H-chromen-4-yl]-4-(dimethylamino)-8-[(3R,5S)-3,5-dimethylpiperidin-1-yl]quinoline-3-carboxamide O1CC[C@@H](C2=CC=CC=C12)NC(=O)C=1C=NC2=C(C=CC=C2C1N(C)C)N1C[C@@H](C[C@@H](C1)C)C